2-[[5-(2-amino-3-hydroxy-propoxy)-2-pyridyl]amino]-6-(2,6-dichlorophenyl)-8-methyl-pyrido[2,3-d]pyrimidin-7-one NC(COC=1C=CC(=NC1)NC=1N=CC2=C(N1)N(C(C(=C2)C2=C(C=CC=C2Cl)Cl)=O)C)CO